4-vinyl-1-(2-hydroxy-3-sulfopropyl)pyridinium C(=C)C1=CC=[N+](C=C1)CC(CS(=O)(=O)O)O